carbonylbisphosphonate C(=O)(P([O-])([O-])=O)P([O-])([O-])=O